(1s,2s)-2-fluoro-N-(6-(5-methyl-2-oxoindol-4-yl)imidazo[1,2-a]pyridin-2-yl)cyclopropane-1-carboxamide F[C@@H]1[C@@H](C1)C(=O)NC=1N=C2N(C=C(C=C2)C=2C3=CC(N=C3C=CC2C)=O)C1